C1=NC=CC2=CC(=CC=C12)C1=CN=C(S1)NC(=O)C1=CN(C(C=C1)=O)C N-(5-(isoquinolin-6-yl)thiazol-2-yl)-1-methyl-6-oxo-1,6-dihydropyridine-3-carboxamide